N-(3-(8-((2S,4R)-4-((dimethylamino)methyl)azetidin-2-yl)-3-(2,2,2-trifluoroethyl)imidazo[1,2-a]pyridin-2-yl)prop-2-yn-1-yl)-2-methoxy-4-(methylsulfonyl)aniline CN(C)C[C@H]1C[C@H](N1)C=1C=2N(C=CC1)C(=C(N2)C#CCNC2=C(C=C(C=C2)S(=O)(=O)C)OC)CC(F)(F)F